C(C=C)OC(=O)C1=CC2=CC(=CC=C2C=C1)[C@H](F)P(=O)(OCC)OCC.C(CCCCCCCCCCCCC)C(=[NH+][O-])CCCCCCCCCCCCC n-tetradecyl-α-tridecyl-nitrone Allyl-(R)-7-((diethoxyphosphoryl)fluoromethyl)-2-naphthoate